C(CCCCCCC(=O)OC1CC(N(C(C1)(C)C)C)(C)C)(=O)OC1CC(N(C(C1)(C)C)C)(C)C bis(1,2,2,6,6-pentamethylpiperidin-4-yl) octanedioate